4-(5-(3-((2-(4-aminobutanoyl)-6-methoxybenzo[b]thiophen-5-yl)oxy)propoxy)-6-methylbenzo[b]thiophen-2-yl)-4-oxobutanoic acid NCCCC(=O)C1=CC2=C(S1)C=C(C(=C2)OCCCOC2=CC1=C(SC(=C1)C(CCC(=O)O)=O)C=C2C)OC